3-chloro-4-(trifluoromethyl)benzonitrile ClC=1C=C(C#N)C=CC1C(F)(F)F